2-((3-(Cyclopentyloxy)-4-(4-methylpiperazin-1-yl)phenyl)amino)-5-ethynyl-8-methylpyrido[2,3-d]pyrimidin-7(8H)-one C1(CCCC1)OC=1C=C(C=CC1N1CCN(CC1)C)NC=1N=CC2=C(N1)N(C(C=C2C#C)=O)C